FC=1C=C(C=CC1)C1=NC(=CC2=C1N=CN(C2=O)[C@H](CO)C)C2=CC=C(C=C2)C 8-(3-fluorophenyl)-3-[(1S)-2-hydroxy-1-methyl-ethyl]-6-(p-tolyl)pyrido[3,4-d]pyrimidin-4-one